CC1CC(C1)(C1=NN=CN1C)C=1C=C(C=CC1)N1C=NC2=C(C=C(C=C2C1=O)CNC[C@H](CC)C)C(F)(F)F 3-(3-((1s,3R)-3-Methyl-1-(4-methyl-4H-1,2,4-triazol-3-yl)cyclobutyl)phenyl)-6-((((S)-2-methylbutyl)amino)methyl)-8-(trifluoromethyl)quinazolin-4(3H)-one